C(C[C@@H]([C@@H](C(=O)O)N)O)CN The molecule is a L-lysine derivative that is L-lysine substituted at position 3 by a hydroxy group (the 3S-erythro-stereoisomer). It is a L-lysine derivative and a non-proteinogenic L-alpha-amino acid. It is a conjugate base of a (3S)-3-hydroxy-L-lysine(1+).